1,3-thiazinane 1-oxide S1(CNCCC1)=O